C(C1=CC=CC=C1)OC1=NC(=CC=C1C1=CC=C(C=C1)B(O)O)OCC1=CC=CC=C1 [4-(2,6-bisbenzyloxy-3-pyridyl)phenyl]boronic acid